1-(6-(4-hydroxypiperazin-1-yl)-6-oxohexyl)-1H-pyrrole-2,5-dione ON1CCN(CC1)C(CCCCCN1C(C=CC1=O)=O)=O